2,4-dihydroxy-4'-ethyl-benzophenone OC1=C(C(=O)C2=CC=C(C=C2)CC)C=CC(=C1)O